C(\C=C/C(=O)Cl)(=O)Cl cis-butenedioic acid dichloride